divinyl-benzene potassium [K].C(=C)C1=C(C=CC=C1)C=C